C1(CCCCC1)CN(C1=C(C=CC=C1)C1(CC=C(C=C1)S(=O)(=O)N(C)C)S(=O)(=O)N)C 1-(2-((cyclohexylmethyl)(methyl)amino)phenyl)-N4,N4-dimethylbenzene-1,4-disulfonamide